Isotridecanol methacrylate C(C(=C)C)(=O)OCCCCCCCCCCC(C)C